IC=1C=C(OC2=NNC(=C2C(=O)OCC)C)C=CC1 Ethyl 3-(3-iodophenoxy)-5-methyl-1H-pyrazole-4-carboxylate